Z-5-undecenoic acid C(CCC\C=C/CCCCC)(=O)O